fluorenbutyric acid C1(=CC=CC=2C3=CC=CC=C3CC12)CCCC(=O)O